tert-butylbis(3-(3-(4-((2-((S)-2-cyano-4,4-difluoropyrrolidin-1-yl)-2-oxoethyl)carbamoyl) quinolin-7-yl)phenoxy)propyl)carbamate C(C)(C)(C)OC(N(CCCOC1=CC(=CC=C1)C1=CC=C2C(=CC=NC2=C1)C(NCC(N1[C@@H](CC(C1)(F)F)C#N)=O)=O)CCCOC1=CC(=CC=C1)C1=CC=C2C(=CC=NC2=C1)C(NCC(=O)N1[C@@H](CC(C1)(F)F)C#N)=O)=O